CN1C(=CC=C1C1=CC=C(C=C1)N)C1=CC=C(C=C1)N 4,4'-(1-methyl-1H-pyrrol-2,5-diyl)bis[benzenamine]